3-[(2S)-2-(4-chlorophenyl)-2-hydroxyethyl]-1,2,4-oxadiazol-5-yl-(methyl)-1H,5H,7H-furo[3,4-d]pyrimidine-2,4-dione ClC1=CC=C(C=C1)[C@H](CC1=NOC(=N1)C1OCC=2N(C(NC(C21)=O)=O)C)O